FC1(CCNCC1)CN1CCN(CC1)C1=CC(=NC=N1)C1=NNC2=CC=C(C=C12)OC1(CC1)C 3-[6-[4-[(4-fluoro-4-piperidyl)methyl]piperazin-1-yl]pyrimidin-4-yl]-5-(1-methylcyclopropoxy)-1H-indazole